[N-](S(=O)(=O)C(F)(F)F)S(=O)(=O)C(F)(F)F.C(CCC)N1CN(C=C1)C 1-butyl-3-methylimidazole bistrifluoromethanesulfonimide salt